(2,2'-dimethyl-[1,1'-biphenyl]-3,3'-diyl)bis(5-formylpyridinamide) CC1=C(C=CC=C1C=1C(=NC=C(C1)C=O)C(=O)N)C1=C(C(=CC=C1)C=1C(=NC=C(C1)C=O)C(=O)N)C